CC(C)N(C1=NC(=NC(=N1)S)S)C(C)C 6-[bis(propan-2-yl)amino]-1,3,5-triazine-2,4-dithiol